CC(COC(=O)CCCC(OC(=O)OC1CC(NC(C1)(C)C)(C)C)OC(=O)OC1CC(NC(C1)(C)C)(C)C)(C)C1OCC2(CO1)COC(OC2)C(COC(=O)CCCC(OC(=O)OC2CC(NC(C2)(C)C)(C)C)OC(=O)OC2CC(NC(C2)(C)C)(C)C)(C)C 3,9-bis[1,1-dimethyl-2-{bis(2,2,6,6-tetramethyl-4-piperidyl-oxycarbonyloxy)butylcarbonyloxy}ethyl]-2,4,8,10-Tetraoxaspiro[5.5]undecane